N-(5-((6-((S)-3-(2,3-dichlorobenzyl)isoxazolidine-2-yl)pyrimidine-4-yl)amino)-4-methoxy-2-(4-morpholinopiperidine-1-yl)phenyl)acrylamide ClC1=C(C[C@@H]2N(OCC2)C2=CC(=NC=N2)NC=2C(=CC(=C(C2)NC(C=C)=O)N2CCC(CC2)N2CCOCC2)OC)C=CC=C1Cl